C1(=CC=CC=C1)NC1=NC2=C(C=C(C=C2C=N1)C=1C=NC=CC1)C=1C=C(C=CC1)NC(C=C)=O N-(3-(2-(phenylamino)-6-(pyridin-3-yl)quinazolin-8-yl)phenyl)acrylamide